C(C)(C)(C)OC(=O)NC(C(=O)O)(C)C (tert-Butoxycarbonylamino)-2-methylpropanoic acid